((2,4-dioxo-1,3-diazaspiro[4.4]nonane-7-yl)methyl)-6-(3-methylbenzofuran-2-yl)pyridine-3-sulfonamide O=C1NC2(C(N1)=O)CC(CC2)CC2=NC(=CC=C2S(=O)(=O)N)C=2OC1=C(C2C)C=CC=C1